heptadecanedioic acid di((Z)-non-2-en-1-yl) ester C(\C=C/CCCCCC)OC(CCCCCCCCCCCCCCCC(=O)OC\C=C/CCCCCC)=O